C(C1=CC=CC=C1)OC([C@H](O)C1CC1)=O (R)-2-cyclopropyl-2-hydroxy-acetic acid benzyl ester